C(C1=CC=CC=C1)OC=1C=C2C(=C(N(C2=CC1)C1=CC(=C(C=C1)F)C)C(C)C)[C@@H]1C[C@H](C1)C#N trans-3-(5-(benzyloxy)-1-(4-fluoro-3-methylphenyl)-2-isopropyl-1H-indol-3-yl)cyclobutane-1-carbonitrile